2-[6-methyl-8-(propan-2-yl)bicyclo[2.2.2]oct-5-en-2-yl]-1,3-dioxolane-4-carbaldehyde CC1=CC2CC(C1CC2C(C)C)C2OCC(O2)C=O